6-chloro-1-methyl-1,7-naphthyridine-2,4(1H,3H)-dione ClC=1C=C2C(CC(N(C2=CN1)C)=O)=O